C(C)(C)(C)OC(=O)N1CC2=C(CC1)SC(=N2)C=2C(=C(C=CC2)C2=C(C(=CC=C2)OCCCN2CCC(CC2)O)C)C 2-(3'-(3-(4-hydroxypiperidin-1-yl)propoxy)-2,2'-dimethyl-[1,1'-biphenyl]-3-yl)-6,7-dihydrothiazolo[4,5-c]pyridine-5(4H)-carboxylic acid tert-butyl ester